The molecule is an acyl-CoA(4-) arising from deprotonation of the phosphate and diphosphate functions of trans-2-tetracosenoyl-CoA. It is a conjugate base of a trans-2-tetracosenoyl-CoA. CCCCCCCCCCCCCCCCCCCCC/C=C/C(=O)SCCNC(=O)CCNC(=O)[C@@H](C(C)(C)COP(=O)([O-])OP(=O)([O-])OC[C@@H]1[C@H]([C@H]([C@@H](O1)N2C=NC3=C(N=CN=C32)N)O)OP(=O)([O-])[O-])O